N[C@@H]1CN(CC[C@H]1F)C1=NC2=C(N1CC(=O)N1CC(CCC1)C(=O)N(C)C)C=C(C(=C2)F)F 1-(2-(2-((3R,4R)-3-amino-4-fluoropiperidin-1-yl)-5,6-difluoro-1H-benzo[d]imidazol-1-yl)acetyl)-N,N-dimethylpiperidine-3-carboxamide